OC[C@H](C)NC(=N)N (S)-1-(1-hydroxypropan-2-yl)guanidine